C(CCC)C1N(S(C2=C(N(C1)C1=CC=C(C=C1)F)C=C(C(=C2)O/C=C/C(=O)O)SCC)(=O)=O)C racemic-(E)-3-((3-butyl-7-(ethylsulfanyl)-5-(4-fluorophenyl)-2-methyl-1,1-dioxido-2,3,4,5-tetrahydro-1,2,5-benzothiadiazepin-8-yl)oxy)acrylic acid